[Si](C)(C)(C(C)(C)C)O[C@@H]1[C@@](O[C@H]([C@H]1F)N1C(NC(C(=C1)F)=O)=O)(C=O)CO (2R,3R,4S,5R)-3-[(tert-butyldimethylsilyl)oxy]-4-fluoro-5-(5-fluoro-2,4-dioxo-3H-pyrimidin-1-yl)-2-(hydroxymethyl)oxolane-2-carbaldehyde